1-(1-methanesulfonyl-1-methylYl-ethyl)-5-methyl-5,6,8a,9-tetrahydro-8H-7,10-dioxa-2,4,4b-triazaphenanthrene CS(=O)(=O)C(CC1=NC=NC=2N3C(COCC3COC12)C)=C